6-(4-((2R,6S)-4-acryloyl-6-((3,3-difluoroazetidin-1-yl)methyl)morpholin-2-yl)-6-chloropyridin-2-yl)-N-methylpyrimidine-4-carboxamide C(C=C)(=O)N1C[C@H](O[C@H](C1)CN1CC(C1)(F)F)C1=CC(=NC(=C1)Cl)C1=CC(=NC=N1)C(=O)NC